(S)-quinuclidin-3-yl (6-(3,4-difluorophenyl)-2,3-dihydro-1H-inden-1-yl)carbamate FC=1C=C(C=CC1F)C1=CC=C2CCC(C2=C1)NC(O[C@@H]1CN2CCC1CC2)=O